Methyl (3S)-3-(tert-butoxycarbonylamino)-3-[2-chloro-3-(2,4-difluorophenyl)phenyl]-butanoate C(C)(C)(C)OC(=O)N[C@](CC(=O)OC)(C)C1=C(C(=CC=C1)C1=C(C=C(C=C1)F)F)Cl